CC=1C(=NC(=NC1)N[C@@H]1COCC1)N1C=NC(=C1)C(=O)NCC1=CC(=CC=C1)C (S)-1-(5-methyl-2-((tetrahydrofuran-3-yl)amino)-pyrimidin-4-yl)-N-(3-methylbenzyl)-1H-imidazole-4-carboxamide